N[C@@H]1C(N(C2=C(C(C1)(F)F)C=C(C(=C2)C=2OC(=NN2)N2CCCC2)F)CC2=CC=C(C=C2)N2N=C(N=C2)C(F)(F)F)=O (3S)-3-amino-5,5,7-trifluoro-8-(5-pyrrolidin-1-yl-1,3,4-oxadiazol-2-yl)-1-[[4-[3-(trifluoromethyl)-1,2,4-triazol-1-yl]phenyl]methyl]-3,4-dihydro-1-benzazepin-2-one